C(CN)N.Cl.Cl The molecule is a hydrochloride that is the dihydrochloride of ethylenediamine. It has a role as an allergen. It derives from an ethylenediamine.